bromopropionic anhydride BrC(C(=O)OC(C(C)Br)=O)C